7'-((4-aminophenyl)amino)-1',2'-dihydro-3'H-spiro[cyclohexane-1,4'-pyrimido[5',4':4,5]pyrrolo[2,1-c][1,2,4]triazin]-3'-one NC1=CC=C(C=C1)NC=1N=CC=2C=C3NNC(C4(N3C2N1)CCCCC4)=O